Cl.CN1C2=C(C=CC1=O)CNC2 1-Methyl-6,7-dihydro-5H-pyrrolo[3,4-b]pyridin-2-one hydrochloride